6-Chloro-3-((1-((R)-3-cyclohexyl-2-methylpropanoyl)-4-hydroxy-3,3-dimethylpiperidin-4-yl)methyl)pyrimidin ClC=1C=CN(CN1)CC1(C(CN(CC1)C([C@@H](CC1CCCCC1)C)=O)(C)C)O